2-chloro-5-Trifluoromethylpyridine-3-carboxylic acid ClC1=NC=C(C=C1C(=O)O)C(F)(F)F